[Pd].C(C)(C)(C)P(C(C)(C)C)C(C)(C)C.C(C)(C)(C)P(C(C)(C)C)C(C)(C)C Bis(tris-tert-butyl-phosphine) palladium (0)